N12CCN(C(CC1)CC2)C(=O)N2N=C(C1=C2COCC1)N1N=CC(=C1)C(F)(F)F (1,4-diazabicyclo[3.2.2]nonan-4-yl)(3-(4-(trifluoromethyl)-1H-pyrazol-1-yl)-4,7-dihydropyrano[3,4-c]pyrazol-1(5H)-yl)methanone